ClC1=CC=C(C2=C1C=C(O2)F)COC2=NC(=NC=C2F)C2=CCC(CC2)CC2=NC1=C(N2C[C@H]2OCC2)C=C(C=C1)C(=O)OC methyl 2-((4-(4-((4-chloro-2-fluorobenzofuran-7-yl)methoxy)-5-fluoropyrimidin-2-yl)cyclohex-3-en-1-yl)methyl)-1-(((S)-oxetan-2-yl)methyl)-1H-benzo[d]imidazole-6-carboxylate